N-[3-(1,3-benzoxazol-2-yl)-3-azaspiro[5.5]undecan-9-yl]-2-cyclopropylsulfonyl-pyridine-4-carboxamide O1C(=NC2=C1C=CC=C2)N2CCC1(CC2)CCC(CC1)NC(=O)C1=CC(=NC=C1)S(=O)(=O)C1CC1